C1(CC1)C(=O)N1CC2=CC=C(C=C2C(C1)(C)C)S(=O)(=O)N[C@@H](C)C1=CC=C(C=C1)F (S)-2-(cyclopropanecarbonyl)-N-(1-(4-fluorophenyl)ethyl)-4,4-dimethyl-1,2,3,4-tetrahydroisoquinoline-6-sulfonamide